7-(5-((4-chloro-2-fluorophenyl)amino)-1-(ethylsulfonyl)-1H-pyrrolo[2,3-B]pyridin-6-yl)-2,5-dimethyl-2,5-dihydro-4H-pyrazolo[4,3-c]pyridin-4-one ClC1=CC(=C(C=C1)NC=1C=C2C(=NC1C=1C=3C(C(N(C1)C)=O)=CN(N3)C)N(C=C2)S(=O)(=O)CC)F